2-(3-{3-[(propan-2-yl)amino]pyrrolidin-1-yl}-1,2,4-triazin-6-yl)-5-(2H-1,2,3-triazol-2-yl)phenol CC(C)NC1CN(CC1)C=1N=NC(=CN1)C1=C(C=C(C=C1)N1N=CC=N1)O